C(C(C)(C)C)OC(CC(C(=O)OCC(C)(C)C)CCCCCCCCCCCCCC)=O 3-tetradecyl-succinic acid dineopentyl ester